tert-butyl (3R,4S)-4-((5-(1-(5-(cyclopropylcarbamoyl)-4-fluoro-2-methylphenyl)-1H-pyrazol-4-yl)-6-fluoropyridin-3-yl)amino)-3-fluoropiperidine-1-carboxylate C1(CC1)NC(=O)C=1C(=CC(=C(C1)N1N=CC(=C1)C=1C=C(C=NC1F)N[C@@H]1[C@@H](CN(CC1)C(=O)OC(C)(C)C)F)C)F